1-bromo-1,3,3-triethyl-1,3-disilacyclobutane Br[Si]1(C[Si](C1)(CC)CC)CC